C(CCCCCCCCCCCCC)(=O)O.OCC(O)CO.OCC(O)CO.OCC(O)CO.OCC(O)CO.OCC(O)CO pentaglycerol myristate